2,6-difluoro-N'-hydroxy-benzamidine FC1=C(C(=NO)N)C(=CC=C1)F